OC=1C=C(C(=O)O)C=C(C1)C=1SC(=CN1)C 3-hydroxy-5-(5-methyl-1,3-thiazol-2-yl)benzoic acid